OC(CNC(O[C@H]1C[C@H](CC1)C1=CC(=NN1)NC(CC1=CC(=CC(=C1)F)F)=O)=O)CC (1R,3S)-3-(3-{[(3,5-difluorophenyl)acetyl]-amino}-1H-pyrazol-5-yl)-cyclopentyl [(2ξ)-2-hydroxybutyl]carbamate